(R)-4-Chloro-N-(1-methylpiperidin-3-yl)-5,6,7,8-tetrahydrophthalazin-1-amine ClC1=NN=C(C=2CCCCC12)N[C@H]1CN(CCC1)C